C(C)(C)(C)OCCOCCOC[C@H](CO)NC(OCC1C2=CC=CC=C2C=2C=CC=CC12)=O (9H-fluoren-9-yl)methyl (S)-(1-(2-(2-(tert-butoxy)ethoxy)ethoxy)-3-hydroxypropan-2-yl)carbamate